2-(4'-acryloyloxyethoxyethoxyphenyl)propene C(C=C)(=O)OCCOCCOC1=CC=C(C=C1)C(=C)C